NC1=C(C=C2C=C(C=NC2=N1)C(=O)N(CC=1N=NC(=CC1)C(F)(F)F)[C@H](C)C=1N=CSC1)Br 7-amino-6-bromo-N-((1R)-1-(1,3-thiazol-4-yl)ethyl)-N-((6-(trifluoromethyl)-3-pyridazinyl)methyl)-1,8-naphthyridine-3-carboxamide